6-methoxy-1-methyl-4-(1-(4-(trifluoromethoxy)benzyl)piperidin-4-yl)-1,4-dihydropyrido[2,3-b]pyrazine-2,3-dione COC=1C=CC2=C(N(C(C(N2C)=O)=O)C2CCN(CC2)CC2=CC=C(C=C2)OC(F)(F)F)N1